4-bromo-3-chloro-N-(2,3-difluorophenyl)benzenesulfonamide BrC1=C(C=C(C=C1)S(=O)(=O)NC1=C(C(=CC=C1)F)F)Cl